C(C)(C)(C)N1N=CC=C1NCC1=NC(=NO1)C=1N(C=2C=CC=C(C2C1)N[C@H]1[C@H](CN(CC1)C)F)CC(F)(F)F 2-(5-{[(1-tert-butyl-1H-pyrazol-5-yl)amino]methyl}-1,2,4-oxadiazol-3-yl)-N-[(3S,4R)-3-fluoro-1-methylpiperidin-4-yl]-1-(2,2,2-trifluoroethyl)-1H-indol-4-amine